N-(6-(4-methoxyphenyl)-1-phenyl-1H-pyrazolo[3,4-d]pyrimidin-4-yl)-5-nitrothiophene-2-carboxamide COC1=CC=C(C=C1)C1=NC(=C2C(=N1)N(N=C2)C2=CC=CC=C2)NC(=O)C=2SC(=CC2)[N+](=O)[O-]